3-(4-methoxyphenyl)-1-(N-methyl-pyrrol-2-yl)propan-1-one potassium [K].COC1=CC=C(C=C1)CCC(=O)C=1N(C=CC1)C